1-((3,3-difluorocyclobutyl)methyl)-4-methyl-N-(2-(methylsulfonyl)pyridin-4-yl)-3-(1,1,1-trifluoropropan-2-yl)-1H-pyrazole-5-carboxamide FC1(CC(C1)CN1N=C(C(=C1C(=O)NC1=CC(=NC=C1)S(=O)(=O)C)C)C(C(F)(F)F)C)F